N[C@H]1C[C@H](N(C1)C1=C(C=CC(=C1)C=1C=NC=CC1C#N)NC(=O)C1=NN(C(C=C1)=O)C1=C(C=CC=C1F)Cl)CO N-(2-((2S,4S)-4-amino-2-(hydroxymethyl)pyrrolidin-1-yl)-4-(4-cyanopyridin-3-yl)phenyl)-1-(2-chloro-6-fluorophenyl)-6-oxo-1,6-dihydropyridazine-3-carboxamide